acryloyloxy hydrogen sulfide C(C=C)(=O)OS